(S)-N-(3-(3-bromophenyl)-1-(methylamino)-1-oxopropan-2-yl)-3-(m-tolyl)-1H-pyrazole BrC=1C=C(C=CC1)C[C@@H](C(=O)NC)N1N=C(C=C1)C=1C=C(C=CC1)C